2-(4-(((3-(2-chloro-6-fluorophenyl)-5-cyclopropylisoxazol-4-yl)oxy)methyl)-3-fluoro-8-azabicyclo[3.2.1]oct-8-yl)-imidazo[1,2-a]pyridine-3-carboxylic acid ClC1=C(C(=CC=C1)F)C1=NOC(=C1OCC1C(CC2CCC1N2C=2N=C1N(C=CC=C1)C2C(=O)O)F)C2CC2